C(CCCCCCCCCCC\C=C/CCCCCCCC)(=O)OC(CCCCCCCCCCC\C=C/CCCCCCCC)=O erucic acid, anhydride